C(C)(=O)N1CCC(CC1)N1N=CC(=C1)C1=CC(=C(C(=N1)N1[C@H](CC1)C)C#N)C(F)(F)F 6-[1-(1-acetyl-4-piperidyl)pyrazol-4-yl]-2-[(2S)-2-methylazetidin-1-yl]-4-(trifluoromethyl)pyridine-3-carbonitrile